Furanal O1C(=CC=C1)C=O